O=C(CCCCC(=O)OC(C1=CC(=CC(=C1)CCCCCC)CCCCCC)CCCN(C)C)CCCCCCCCCC [3-(dimethylamino)propyl]-(3,5-Dihexylphenyl)methyl 6-oxohexadecanoate